C1(CCCC1)CN1N=C2C(=N1)C(=C(C(=C2Br)F)F)Br 2-cyclopentylmethyl-4,7-dibromo-5,6-difluorobenzotriazol